8-(4-(3-(1H-1,2,4-triazol-3-yl)piperidin-1-yl)-8-fluoro-2-((hexahydro-1H-pyrrolizin-7a-yl)methoxy)pyrido[4,3-d]pyrimidin-7-yl)-1-naphthonitrile N1N=C(N=C1)C1CN(CCC1)C=1C2=C(N=C(N1)OCC13CCCN3CCC1)C(=C(N=C2)C=2C=CC=C1C=CC=C(C21)C#N)F